CNC1=CC=NC=C1 4-methylaminopyridin